FC(C(=O)OC[C@H]1[C@@H](CCCCCCCCCCC)O1)(F)F (2S,3R)-2,3-epoxytetradecyl trifluoroacetate